C1(CC1)C1(CC(C1)N(C([O-])=O)C=1N=CC2=C(C(=C(C=C2C1)C1=C(C2=C(OCCN2)N=C1)C)F)N)O 3-Cyclopropyl-3-hydroxycyclobutyl(8-amino-7-fluoro-6-(8-methyl-2,3-dihydro-1H-pyrido[2,3-b][1,4]oxazin-7-yl)isoquinolin-3-yl)carbamate